3-methoxyphenyl-methyl-5-methyl-pelargonic acid COC=1C=C(C=CC1)C(C(=O)O)(CCC(CCCC)C)C